FC(F)C1=C(C(=C(C#N)C=C1)C)O (difluoromethyl)-3-hydroxy-2-methylbenzonitrile